[Cl-].C(CCCCCCC\C=C/CCCCCCCC)(=O)C(C[N+](C)(C)C)CC(CCCCCCC\C=C/CCCCCCCC)=O (2,3-dioleoyl-propyl)-trimethyl-ammonium chloride